OC=1C(=CC2=C(N(C([C@H]3N(C2=O)CCC(=C3)C3=CC=C(C=C3)OC)OC)C(=O)OCC=C)C1)OC allyl (6aS)-3-hydroxy-2,6-dimethoxy-8-(4-methoxyphenyl)-12-oxo-6,6a,9,10-tetrahydrobenzo[e]pyrido[1,2-a][1,4]diazepine-5(12H)-carboxylate